Cl.Cl.ClC=1C=NN2C1N=C1C(=C2NCC2=CC(=CC=C2)C(F)(F)F)CCC12CCNCC2 3-Chloro-N-(3-(trifluoromethyl)benzyl)-6,7-dihydrospiro[cyclopenta[d]pyrazolo[1,5-a]pyrimidine-5,4'-piperidine]-8-amine dihydrochloride